C(C)(=O)N(C1=CC=CC=C1)OCC acetyl-ethoxyaniline